O1COC2=C1C=CC=C2CN2[C@H](C[C@@H](C2)F)C(=O)O (2R,4S)-1-(1,3-benzodioxol-4-ylmethyl)-4-fluoro-pyrrolidine-2-carboxylic acid